C(#N)C1=CC(=C(C=O)C=C1)OC 4-CYANO-2-METHOXYBENZALDEHYDE